FC(C1=C(C(=O)C=2C=C(NC2)C=2NC3=C(C=NC(=C3)N3C[C@@H]4N(CC3)C(CC4)=O)N2)C=CC=C1)(F)F (R)-2-(2-(4-(2-(trifluoromethyl)benzoyl)-1H-pyrrol-2-yl)-1H-imidazo[4,5-c]pyridin-6-yl)hexahydropyrrolo[1,2-a]pyrazin-6(2H)-one